(R)-tert-Butyl 4-(3-((1H-pyrrolo[2,3-b]pyridin-5-yl)oxy)-4-cyanophenyl)-3-methylpiperazine-1-carboxylate N1C=CC=2C1=NC=C(C2)OC=2C=C(C=CC2C#N)N2[C@@H](CN(CC2)C(=O)OC(C)(C)C)C